COC1=CC=2C(=C3C(=NC2C=C1OCCCN1CCCC1)CCC3)N[C@H]3CNCCC3 (3R)-N-{7-methoxy-6-[3-(pyrrolidin-1-yl)propoxy]-1H,2H,3H-cyclopenta[b]quinolin-9-yl}piperidin-3-amine